Antimony tri-n-Butoxide [O-]CCCC.[O-]CCCC.[O-]CCCC.[Sb+3]